3-(difluoromethoxy)-N-ethyl-N-[1-(5-pyrimidin-2-yloxazol-4-yl)ethyl]-5-(trifluoromethyl)benzamide FC(OC=1C=C(C(=O)N(C(C)C=2N=COC2C2=NC=CC=N2)CC)C=C(C1)C(F)(F)F)F